N-phenyl-N-[1-(3-phenylpropyl)piperidin-4-yl]propanamide C1(=CC=CC=C1)N(C(CC)=O)C1CCN(CC1)CCCC1=CC=CC=C1